ClC1=C(C=CC(=C1)F)C1(NC(C=2C1=C(C=C1CN(C(NC21)=O)CC(F)F)NC(C2=CC(=CC(=C2)F)C(F)(F)F)=O)=O)O N-[7-(2-chloro-4-fluorophenyl)-3-(2,2-difluoroethyl)-7-hydroxy-2,9-dioxo-2,3,4,7,8,9-hexahydro-1H-pyrrolo[4,3-h]quinazolin-6-yl]-5-fluoro-3-(trifluoromethyl)benzamide